OC(CC1=C(C(=NC=N1)O)O)C1=CC=C(C=C1)C#CC1=CC=C(C=C1)CN[C@H]1COCC1 6-(2-hydroxy-2-(4-((4-((((R)-tetrahydrofuran-3-yl)amino)methyl)phenyl)ethynyl)phenyl)ethyl)pyrimidine-4,5-diol